4-tert-Butylphenyl (1S,2S)-2-[(3,4-dichlorophenyl)carbonyl]cyclopropane-1-carboxylate ClC=1C=C(C=CC1Cl)C(=O)[C@@H]1[C@H](C1)C(=O)OC1=CC=C(C=C1)C(C)(C)C